3-(n-propoxy)pyridine C(CC)OC=1C=NC=CC1